1-methyl-4-(4-nitrophenyl)piperidine CN1CCC(CC1)C1=CC=C(C=C1)[N+](=O)[O-]